N1(CCOCC1)N(N)C(=O)C1=NC=C(C=C1)C(F)(F)F morpholinyl-5-(trifluoromethyl)pyridineformylhydrazine